2,3-Difluoro-5-(6-fluoro-5-(4-(methylsulfonyl)piperazin-1-yl)-1H-indazol-1-yl)phenol FC1=C(C=C(C=C1F)N1N=CC2=CC(=C(C=C12)F)N1CCN(CC1)S(=O)(=O)C)O